[N+](=O)([O-])C1=C(C=CC=C1)NC1=CC(=C(C=C1)OC=1C=C(C(=O)O)C=CC1)C=1SC=C(C1)C1=CC=CC=C1 3-({4-[(2-nitrophenyl)amino]-2-(4-phenylthiophen-2-yl)phenyl}oxy)benzoic acid